N1,N1-bis(phenyl-d5)-N3-(4-trimethylsilylphenyl)benzene-1,3-diamine C1(=C(C(=C(C(=C1[2H])[2H])[2H])[2H])[2H])N(C1=CC(=CC=C1)NC1=CC=C(C=C1)[Si](C)(C)C)C1=C(C(=C(C(=C1[2H])[2H])[2H])[2H])[2H]